FC1=C(C(=CC(=C1)OCCN1C[C@H](CC1)C)F)C1N(C(CC2=C1NC1=CC=CC=C21)C)CC(C)(C)F [2,6-difluoro-4-[2-[(3S)-3-methylpyrrolidin-1-yl]ethoxy]phenyl]-2-(2-fluoro-2-methyl-propyl)-3-methyl-1,3,4,9-tetrahydropyrido[3,4-b]indole